NC1CCN(CC1)CC(=O)O 4-amino-1-carboxymethyl-piperidine